O1CN=CCC1 5,6-dihydro-2H-1,3-oxazine